[NH3+]C(C(=O)O)CC ammoniobutyric acid